8,8-Dimethyl-11-(((tetrahydro-2H-pyran-4-yl)oxy)methyl)-7,10-dihydro-8H-pyrano[3'',4'':5',6']pyrido[3',2':4,5]thieno[3,2-d]pyrimidin-4(3H)-one CC1(CC=2C(=C(C3=C(SC4=C3N=CNC4=O)N2)COC2CCOCC2)CO1)C